FC(C1=NC=CC(=C1)N1CCC2(CCN(CC2)C(=O)OC(C)(C)C)CC1)(F)F tert-butyl 9-(2-(trifluoromethyl)pyridin-4-yl)-3,9-diazaspiro[5.5]undecane-3-carboxylate